tert-butyl 4-(5-(benzyloxy)-7-fluoro-2-methylbenzofuran-3-carboxamido)-3,3-difluoropyrrolidine-1-carboxylate C(C1=CC=CC=C1)OC=1C=C(C2=C(C(=C(O2)C)C(=O)NC2C(CN(C2)C(=O)OC(C)(C)C)(F)F)C1)F